NC=1C=C(C=C(C1)N)C(=O)OCC ethyl 3,5-diaminophenylformate